C(CC#C)OC1=CC=C(C(=N1)SC)[N+](=O)[O-] 6-(But-3-yn-1-yloxy)-2-(methylthio)-3-nitropyridine